N1(CCSCC1)C(=O)O[C@@H]1CC[C@H](CC1)C(N(C[C@@H]1CC[C@H](CC1)C1=CC(=C(C=C1)OC)C)C1=CC(=CC=C1)C=1C=NN(C1)C1CC1)=O trans-4-((3-(1-Cyclopropyl-1H-pyrazol-4-yl)phenyl)((trans-4-(4-methoxy-3-methylphenyl)cyclohexyl)methyl) carbamoyl)cyclohexyl thiomorpholine-4-carboxylate